6-(5-cyano-1H-pyrrolo[2,3-b]pyridin-1-yl)-N-(1-(4-(2,6-dioxopiperidin-3-yl)-3-fluorobenzyl)piperidin-4-yl)-4-(isopropylamino)nicotinamide C(#N)C=1C=C2C(=NC1)N(C=C2)C2=NC=C(C(=O)NC1CCN(CC1)CC1=CC(=C(C=C1)C1C(NC(CC1)=O)=O)F)C(=C2)NC(C)C